(S)-2-hydroxy-3,3-dimethyl-N-((1R,3R,5S)-3-methyl-5-(8-(trifluoromethyl)quinoxalin-5-yl)cyclohexyl)butanamide O[C@H](C(=O)N[C@@H]1C[C@@H](C[C@@H](C1)C1=C2N=CC=NC2=C(C=C1)C(F)(F)F)C)C(C)(C)C